ClC=1N(C(C2=C(N1)N(C=C2C2=C(C1=CN(N=C1C=C2)CC)Cl)COCC[Si](C)(C)C)=O)C 2-chloro-5-(4-chloro-2-ethyl-2H-indazol-5-yl)-3-methyl-7-{[2-(trimethylsilyl)ethoxy]methyl}-3H,4H,7H-pyrrolo[2,3-d]pyrimidin-4-one